2-chloroethyl (2-(2-(4-((2-methyl-2H-tetrazol-5-yl)(phenyl)methyl)piperazine-1-carbonyl)pyridin-4-yl)benzo[d]oxazol-5-yl)carbamate CN1N=C(N=N1)C(N1CCN(CC1)C(=O)C1=NC=CC(=C1)C=1OC2=C(N1)C=C(C=C2)NC(OCCCl)=O)C2=CC=CC=C2